1-allyl-5-(3-(N-(carboxymethyl)-naphthalene-2-sulphonamido)phenyl)-1H-pyrrole-2-carboxylic acid C(C=C)N1C(=CC=C1C1=CC(=CC=C1)N(S(=O)(=O)C1=CC2=CC=CC=C2C=C1)CC(=O)O)C(=O)O